C(C1=CC=CC=C1)[C@@H](C=O)NC(OC(C)(C)C)=O tert-butyl N-[(1S)-1-benzyl-2-oxo-ethyl]carbamate